C(=O)C=1C(=C(C2=CC=CC=C2C1)C#N)C1=CC=NN1C 3-formyl-2-(1-methyl-1H-pyrazol-5-yl)-1-naphthonitrile